NC1=C(C(=NN1C1CCCC1)C1=C(C=C(C(=C1)F)Cl)F)C#N 5-amino-3-(4-chloro-2,5-difluoro-phenyl)-1-cyclopentyl-pyrazole-4-carbonitrile